Cl.ClC1=CC(=C(C(=C1)F)N1C[C@H]([C@](CC1)(O)COC1=C2CCCNC2=C(C=C1)F)O)F (3R,4R)-1-(4-chloro-2,6-difluorophenyl)-4-[(8-fluoro-1,2,3,4-tetrahydroquinolin-5-yl)oxymethyl]piperidine-3,4-diol hydrochloride